C1(=CC=CC=C1)C1=CC=C(C=C1)CC(=O)O 2-(4-Phenylphenyl)acetic acid